Tert-Butyl 6-[(5-amino-1,2,4-thiadiazol-3-yl)methyl]-2-azaspiro[3.3]heptane-2-carboxylate NC1=NC(=NS1)CC1CC2(CN(C2)C(=O)OC(C)(C)C)C1